BrC1=CC=C(C=C1)NC(NC1CN(C1)C(=O)OC(C)(C)C)=O tert-Butyl 3-(3-(4-bromophenyl)ureido)azetidine-1-carboxylate